4-(6-(5-isopropoxy-1H-indazol-3-yl)-3-methylpyridazin-4-yl)morpholine C(C)(C)OC=1C=C2C(=NNC2=CC1)C1=CC(=C(N=N1)C)N1CCOCC1